BrC1=CC=C(C=C1)OCC 1-bromo-4-ethoxy-benzene